C(C1=CC=CC=C1)ON1[C@@H]2CC[C@H](N(C1=O)C2)C(=O)NOCCNC(OCC2=CC=CC=C2)=O Benzyl {2-[({[(2S,5R)-6-benzyloxy-7-oxo-1,6-diazabicyclo[3.2.1]oct-2-yl]carbonyl}amino)oxy]ethyl}carbamate